NC1=NC=CC(=N1)C1=CNC2=CC=CC(=C12)OC 2-amino-4-(4-methoxy-1H-indol-3-yl)pyrimidine